4-((3aS,6aR)-2-oxohexa-hydro-1H-thieno[3,4-d]imidazol-4-yl)butan-1-aminium chloride [Cl-].O=C1N[C@H]2[C@@H](N1)CSC2CCCC[NH3+]